BrC1=CC2=CN(N=C2C=C1OCC1CC1)C1CCN(CC1)C(=O)OC(C)(C)C tert-butyl 4-(5-bromo-6-(cyclopropylmethoxy)-2H-indazol-2-yl)piperidine-1-carboxylate